ClC1=NC=C(C(=N1)NC=1C=C(C=CC1)NC(OC(C)(C)C)=O)[N+](=O)[O-] tert-butyl (3-((2-chloro-5-nitropyrimidin-4-yl)amino)phenyl)carbamate